(S)-N-(1-(2-chloro-6-fluoro-3-methoxyphenyl)-1,4,5,7-tetrahydropyrano[3,4-c]pyrazol-4-yl)-5-ethyl-1-methyl-1H-imidazole-4-carboxamide ClC1=C(C(=CC=C1OC)F)N1N=CC2=C1COC[C@H]2NC(=O)C=2N=CN(C2CC)C